2-((tributylstannyl)methyl)acrylonitrile C(CCC)[Sn](CCCC)(CCCC)CC(C#N)=C